Cl.ClC1=C(C=CC=C1C1=NN=C(O1)C=1C=C(CN[C@@H](CO)C(=O)O)C=CC1)C1=CC=CC=C1 (3-(5-(2-chloro-[1,1'-biphenyl]-3-yl)-1,3,4-oxadiazol-2-yl)benzyl)-L-serine hydrochloride